1-(2-Azido-ethyl)-1H-pyrazol N(=[N+]=[N-])CCN1N=CC=C1